[Zr].ClC1=C(C(C(=O)O)=C(C=C1)Cl)O 3,6-dichlorosalicylic acid zirconium